O=C(CC[C@H]1NC(OC1)=O)N1CC2(CN(C2)S(=O)(=O)C2=CC=C(C=C2)OC(F)(F)F)C1 (4R)-4-[3-Oxo-3-[2-[4-(trifluoro-methoxy)phenyl]sulfonyl-2,6-diazaspiro[3.3]heptan-6-yl]propyl]oxazolidin-2-one